N-(3-(2-((3-methoxy-4-(4-methyl-1-piperazinyl)phenyl)amino)-7-oxo-6-(trifluoromethyl)-8(7H)-pteridinyl)phenyl)acrylamide COC=1C=C(C=CC1N1CCN(CC1)C)NC1=NC=2N(C(C(=NC2C=N1)C(F)(F)F)=O)C=1C=C(C=CC1)NC(C=C)=O